1,2-Dibromo-2-fluoroethylene BrC=C(F)Br